4-((trimethylsilyl)ethynyl)pyridine C[Si](C)(C)C#CC1=CC=NC=C1